2-(2-ethylpyrimidin-4-yl)-1-methyl-N-(tetrahydro-2H-pyran-4-yl)-1H-pyrrolo[3,2-c]pyridin-6-amine C(C)C1=NC=CC(=N1)C1=CC=2C=NC(=CC2N1C)NC1CCOCC1